2-(pyrimidine-5-yl)acrylamide N1=CN=CC(=C1)C(C(=O)N)=C